FC1=C(C=CC(=C1)C(F)(F)F)CNC=1C(=NN(C1)C)OC N-[[2-fluoro-4-(trifluoromethyl)phenyl]methyl]-3-methoxy-1-methyl-pyrazol-4-amine